2-(2,6-dimethoxy-4-(2-(2-methylbiphenyl-3-yl)-1H-pyrazol-1-yl)benzylamino)-3-hydroxypropionic acid COC1=C(CNC(C(=O)O)CO)C(=CC(=C1)N1N(CC=C1)C=1C(=C(C=CC1)C1=CC=CC=C1)C)OC